C12C(CC(CC1)O2)C(=O)C=2N=C1N(N2)[C@@H](C[C@@H]1F)C1=CC=CC=C1 (7-oxabicyclo[2.2.1]hept-2-yl)((5s,7s)-7-fluoro-5-phenyl-6,7-dihydro-5H-pyrrolo[1,2-b][1,2,4]triazol-2-yl)methanone